ClC=1C=C(C=CC1C=1N(C2=NC=NC(=C2N1)OC1(CC1)C)CC1=NC=CC(=C1)C)N1C([C@@H](CC1)O)=O (R)-1-(3-chloro-4-(6-(1-methylcyclopropoxy)-9-((4-methylpyridin-2-yl)methyl)-9H-purin-8-yl)phenyl)-3-hydroxypyrrolidin-2-one